N[C@@H]1[C@@H](CC1)O cis-L-2-amino-1-hydroxycyclobutane